4-amino-2,6-dichloronicotinic acid 2,2,2-trifluoroacetic acid salt FC(C(=O)O)(F)F.NC1=CC(=NC(=C1C(=O)O)Cl)Cl